ethyl 5,6,7,8-tetrahydroimidazo[1,5-a]pyridine-1-carboxylate C=1(N=CN2C1CCCC2)C(=O)OCC